CC1=NC(=CC(=C1)CC(=O)C=1C=C(OCC2=CC=C(C#N)C=C2)C=CC1)C 4-((3-(2-(2,6-dimethylpyridin-4-yl)acetyl)phenoxy)methyl)benzonitrile